FC1=C(C=CC(=C1NC)[N+](=O)[O-])N1[C@H](CN(CC1)C(=O)OC(C)(C)C)C tert-butyl (3S)-4-[2-fluoro-3-(methylamino)-4-nitro-phenyl]-3-methyl-piperazine-1-carboxylate